[N+](=O)([O-])C=1C(=C2C(=NC1)N(C=C2)S(=O)(=O)C2=CC=CC=C2)NC2(COCCC2)C(=O)O.C(CCCCCCCCCCCCCCCCCCC)CCCCCCCCCCCCCCCCCCC Icosyl-nonadecane 3-((5-nitro-1-(phenylsulfonyl)-1H-pyrrolo[2,3-b]pyridin-4-yl)amino)tetrahydro-2H-pyran-3-carboxylate